C(C)(C)(C)OC(CC[C@@H](C(=O)N)N1C(C2=CC=C(C=C2C1)C[C@@H]1[C@H]([C@@H](CCC1)F)NC(=O)OC(C)(C)C)=O)=O |o1:22,23,24| (S)-5-amino-4-(5-(((1R,2R,3R)-rel-2-((tert-butoxycarbonyl)amino)-3-fluorocyclohexyl)methyl)-1-oxoisoindolin-2-yl)-5-oxopentanoic acid tert-butyl ester